COC(=O)[C@H]1N(CC2(OCCO2)C1)C(CNC(CCCOC1=CC=C(C=C1)F)=O)=O (S)-7-((4-(4-fluorophenoxy)butanoyl)glycyl)-1,4-dioxa-7-azaspiro[4.4]Nonane-8-carboxylic acid methyl ester